1-ethyl-4-(1-phenylvinyl)benzene C(C)C1=CC=C(C=C1)C(=C)C1=CC=CC=C1